(2-cyano-7-(4-cyanophenyl)isoindolin-5-yl)tetrahydro-2H-pyran-4-carboxamide C(#N)N1CC2=C(C=C(C=C2C1)C1OCCC(C1)C(=O)N)C1=CC=C(C=C1)C#N